S(=O)(=O)(ON1[C@@H]2CC[C@H](N(C1=O)C2)C(NS(=O)(=O)CC)=N)O (2S,5R)-2-(N-(ethylsulfonyl)carbamimidoyl)-7-oxo-1,6-diazabicyclo[3.2.1]octan-6-yl hydrogen sulfate